1,3-dimethyl-1H-imidazol-3-ium bromide [Br-].CN1C=[N+](C=C1)C